2-[(2R)-3-(3,4-Dihydro-1H-isochinolin-2-yl)-2-hydroxy-propyl]-6-[4-(2-methylpropanoyl)piperazin-1-yl]-3,4-dihydroisochinolin-1-on C1N(CCC2=CC=CC=C12)C[C@H](CN1C(C2=CC=C(C=C2CC1)N1CCN(CC1)C(C(C)C)=O)=O)O